ortho-picoline N1=C(C=CC=C1)C